O1[C@H](COC2=C1C=CC=C2)CN2C[C@@](CCC2)(C)COCCOC (S)-1-[(S)-1-(2,3-Dihydrobenzo[1,4]dioxin-2-yl)methyl]-3-(2-methoxyethoxymethyl)-3-methylpiperidine